(R)-1-(4-acetyl-2-(3-(5-aminopyrimidin-2-yl)-5-chlorophenyl)piperazin-1-yl)prop-2-en-1-one C(C)(=O)N1C[C@H](N(CC1)C(C=C)=O)C1=CC(=CC(=C1)Cl)C1=NC=C(C=N1)N